(R)-6-bromo-1-(1-(2,4-dichlorophenyl)ethyl)-5-fluoro-1H-benzo[d][1,2,3]triazole BrC=1C(=CC2=C(N(N=N2)[C@H](C)C2=C(C=C(C=C2)Cl)Cl)C1)F